2-((5-(2-(6-((tert-butyldimethylsilyl)oxy)-2-methylhexan-3-yl)-2,6-diazaspiro[3.4]oct-6-yl)-1,2,4-triazin-6-yl)oxy)-N-ethyl-5-fluoro-N-isopropylbenzamide [Si](C)(C)(C(C)(C)C)OCCCC(C(C)C)N1CC2(C1)CN(CC2)C=2N=CN=NC2OC2=C(C(=O)N(C(C)C)CC)C=C(C=C2)F